phenyl-(2-phenyl-2-(2,4,5-trimethoxyphenyl)ethyl)selenane C1(=CC=CC=C1)C1([Se]CCCC1)CC(C1=C(C=C(C(=C1)OC)OC)OC)C1=CC=CC=C1